FC1=NC=C(C=C1)B1OC(C(O1)(C)C)(C)C 2-fluoro-5-(tetramethyl-1,3,2-dioxaborolan-2-yl)pyridine